P(=O)(OCC(CBr)Br)([O-])[O-] (2,3-dibromopropyl) phosphate